acryloxynonyltribromosilane C(C=C)(=O)OCCCCCCCCC[Si](Br)(Br)Br